Cl.C1=C(C=CC2=CC=CC=C12)N1N=CC2=C(C=CC=C12)CN1CCOCC1 4-((1-(naphthalen-2-yl)-1H-indazol-4-yl)methyl)morpholine hydrochloride